C(C1=CC=CC=C1)OC1=CC=CC(=N1)[C@@]12CCN(C[C@H]2C1)CC1=NC2=C(N1C[C@H]1OCC1)C=C(C=C2)C(=O)O 2-(((1S,6R)-6-(6-(benzyloxy)pyridin-2-yl)-3-azabicyclo[4.1.0]heptan-3-yl)methyl)-1-((S)-oxetan-2-ylmethyl)-1H-benzo[d]imidazole-6-carboxylic acid